5-(1-cyclohexyl-3,4-dimethyl-2-oxo-5-phenyl-2,3-dihydro-1H-pyrrol-3-yl)valeronitrile C1(CCCCC1)N1C(C(C(=C1C1=CC=CC=C1)C)(C)CCCCC#N)=O